((1r,4S)-4-(2-hydroxyethoxy)-4-(trifluoromethyl)cyclohexyl)-4-azaspiro[2.5]octane-7-carboxamide OCCOC1(CCC(CC1)C1CC12NCCC(C2)C(=O)N)C(F)(F)F